FC1=C(C#N)C=CC=C1 2-fluorobenzonitrile